1-methyl-6-cyano-pseudouridine triphosphate P(O)(=O)(OP(=O)(O)OP(=O)(O)O)OC[C@@H]1[C@H]([C@H]([C@@H](O1)C1=C(N(C(=O)NC1=O)C)C#N)O)O